3-fluoro-2-(3-(5-(3-hydroxypropoxy)-6-morpholinopyridin-3-yl)-1-tosyl-1H-pyrazolo[3,4-c]pyridin-5-yl)phenol FC=1C(=C(C=CC1)O)C=1C=C2C(=CN1)N(N=C2C=2C=NC(=C(C2)OCCCO)N2CCOCC2)S(=O)(=O)C2=CC=C(C)C=C2